[N+](=O)([O-])C1=C(C=CC=C1)[C@H]1[C@@H](OC(O1)(C)C)CO ((4S,5S)-5-(2-nitrophenyl)-2,2-dimethyl-1,3-dioxolan-4-yl)methanol